Chloromethyl-isothiazol-3-one ClCC=1C(NSC1)=O